3-(1H-benzimidazol-2-yl)fluoren N1C(=NC2=C1C=CC=C2)C=2C=CC=1CC3=CC=CC=C3C1C2